C(COCC(=O)OC)(=O)OCC1=CC=CC=C1 benzyl methyl diglycolate